C1(CCCCC1)(C1=CC(=C(C=C1)O)C1CCCCC1)C1=CC(=C(C=C1)O)C1CCCCC1 4,4'-(cyclohexane-1,1-diyl)bis(2-cyclohexylphenol)